3-Ureidopropyltriethoxysilan N(C(=O)N)CCC[Si](OCC)(OCC)OCC